C(\C=C(/C)\CCC=C(C)C)(=O)OCCCCO 4-hydroxybut-1-yl geranate